C(#C)C1OCC(CO1)CCCC 2-ethynyl-5-butyl-1,3-dioxane